N-(4-chlorophenyl)-4-hydroxy-3-[5-[4-(trifluoromethoxy)phenyl]-1H,2H,3H,4H,5H,6H-pyrrolo[3,4-c]pyrrol-2-yl]butanamide ClC1=CC=C(C=C1)NC(CC(CO)N1CC=2CN(CC2C1)C1=CC=C(C=C1)OC(F)(F)F)=O